2-(2-oxabicyclo[2.1.1]hex-4-yl)-7-cyclobutoxy-N-(1-cyclopropyl-2-oxo-1,2-dihydropyridin-3-yl)imidazo[1,2-a]pyrimidine-6-carboxamide C12OCC(C1)(C2)C=2N=C1N(C=C(C(=N1)OC1CCC1)C(=O)NC=1C(N(C=CC1)C1CC1)=O)C2